C(C1CO1)OCCC[Si](CC)(CC)OC(C)=O γ-glycidoxypropyl-acetoxydiethylsilane